OC1CCC(CC1)OC=1C(=CC(=NC1)C)C1=CC=2N(C=C1)N=C(C2)NC2=CC(=C(C(=O)OC)C=C2)OC methyl 4-[[5-[5-(4-hydroxycyclohexoxy)-2-methyl-4-pyridyl]pyrazolo[1,5-a]pyridin-2-yl]amino]-2-methoxy-benzoate